tert-butyl 2-(azidomethyl)-6,7-dihydrothieno[3,2-c]pyridine-5(4H)-carboxylate N(=[N+]=[N-])CC1=CC=2CN(CCC2S1)C(=O)OC(C)(C)C